(2,5-dioxopyrrolidin-1-yl)3-[2-[2-[2-[2-[3-(2,5-dioxopyrrol-1-yl)propanoylamino]ethoxy] ethoxy]ethoxy]ethoxy]propanoate O=C1N(C(CC1)=O)C(C(=O)[O-])COCCOCCOCCOCCNC(CCN1C(C=CC1=O)=O)=O